tetraacetyl-α-D-fructose C(C)(=O)[C@@]1([C@@]([C@@](C(O)(C(C)=O)C(C)=O)(O)O[C@@H]1CO)(O)C(C)=O)O